C(C)(C)(C)OC(=O)N1C[C@H](CC1)[C@@H](C(=O)OC(C)(C)C)C\C=C\C[C@H](C(=O)OC(C)(C)C)[C@@H]1CN(CC1)C(=O)OC(C)(C)C ditert-butyl (E,2S,7S)-2,7-bis[(3R)-1-tert-butoxycarbonylpyrrolidin-3-yl]oct-4-enedioate